COCOC1=C(C=CC(=C1)C(F)(F)F)C1=CN=CN(C1=O)C1CN(CCC1)C(=O)OC(C)(C)C tert-butyl 3-(5-(2-(methoxymethoxy)-4-(trifluoromethyl)phenyl)-6-oxopyrimidin-1(6H)-yl)piperidine-1-carboxylate